5-((1S,2R)-1-(7-chloro-6-((dimethylamino)methyl)-1,1-dioxido-3,4-dihydro-2H-benzo[b][1,4,5]oxathiazepin-2-yl)-2-(6-fluoro-2,3-dimethylphenyl)propyl)-1,3,4-oxadiazol-2(3H)-one ClC=1C=CC2=C(OCCN(S2(=O)=O)[C@@H]([C@H](C)C2=C(C(=CC=C2F)C)C)C2=NNC(O2)=O)C1CN(C)C